ClC1=CC(=C(C=C1)[C@H](C(=O)N1CCC2=CC(=C(C=C12)C(F)(F)F)OC)NC1=CC(=CC(=C1)OC)OCCO)OC |r| racemic-2-(4-chloro-2-methoxyphenyl)-2-((3-(2-hydroxyethoxy)-5-methoxyphenyl)amino)-1-(5-methoxy-6-(trifluoromethyl)indolin-1-yl)ethanone